[4-[4-amino-2-(N-[2-amino-1-methyl-2-oxo-ethyl]-4-fluoro-anilino)thiazole-5-carbonyl]phenoxy]acetic acid NC=1N=C(SC1C(=O)C1=CC=C(OCC(=O)O)C=C1)N(C1=CC=C(C=C1)F)C(C(=O)N)C